C1(CCCCC1)OCC(=O)C1C(C2=CC=C(C=C2C1=O)S(=O)(=O)C=1C=C2C(C(C(C2=CC1)=O)C(COC1CCCCC1)=O)=O)=O 2-[2-(cyclohexyloxy)acetyl]-5-({2-[2-(cyclohexyloxy)acetyl]-1,3-dioxo-2,3-dihydro-1H-inden-5-yl}sulfonyl)-2,3-dihydro-1H-indene-1,3-dione